decafluorohexylamine FC(C(C(C(F)(F)N)(F)F)(F)F)CC(F)(F)F